tert-butyl (2S)-2-{4-[(6-{[5-cyclopropyl-1-(oxan-2-yl)-1H-pyrazol-3-yl]amino}-5-methoxy-1,2-benzoxazol-3-yl)sulfamoyl]-3,5-dimethoxyphenyl}pyrrolidine-1-carboxylate C1(CC1)C1=CC(=NN1C1OCCCC1)NC1=CC2=C(C(=NO2)NS(=O)(=O)C2=C(C=C(C=C2OC)[C@H]2N(CCC2)C(=O)OC(C)(C)C)OC)C=C1OC